(3,4-difluorophenyl)-N-{[4-(1-methyl-1H-imidazol-2-yl)-2,5-dioxoimidazolidin-4-yl]methyl}2H-1,2,3-triazole-4-carboxamide FC=1C=C(C=CC1F)N1N=CC(=N1)C(=O)NCC1(NC(NC1=O)=O)C=1N(C=CN1)C